CN1N=C(C=C1B1OC(C(O1)(C)C)(C)C)C(=O)OC methyl 1-methyl-5-(4,4,5,5-tetramethyl-1,3,2-dioxaborolan-2-yl)pyrazole-3-carboxylate